FC=1C(=C(C(=NC1)OC)C)I fluoro-4-iodo-2-methoxy-3-methylpyridine